C(#N)CC1(CC1)CN1C=NC2=C1C=C(C=C2)C(=O)O 1-((1-(cyanomethyl)cyclopropyl)methyl)-1H-benzo[d]imidazole-6-carboxylic acid